FC1(C(CN(CC1)C(=O)OC(C)(C)C)C1=CC(=NC=C1)CO)F tert-butyl 4,4-difluoro-3-(2-(hydroxymethyl)pyridin-4-yl)piperidine-1-carboxylate